2-(4-trifluoromethyl-phenyl)-5-hydroxy-2-methyl-trans-3-pentenoic acid FC(C1=CC=C(C=C1)C(C(=O)O)(\C=C\CO)C)(F)F